3-(2-bromo-7-((tert-butyldimethylsilyl) oxy) hept-2-en-1-yl)-4-ketocyclopent-2-en-1-yl acetate C(C)(=O)OC1C=C(C(C1)=O)CC(=CCCCCO[Si](C)(C)C(C)(C)C)Br